C(#N)C1=C(N=C2N(C1=O)C=C(C=C2[C@@H](C)NC2=C(C(=O)O)C=CC=C2)C)N2CC(N(CC2)C2=CC=C(C=C2)C#N)C 2-(((1R)-1-(3-cyano-2-(4-(4-cyanophenyl)-3-methylpiperazin-1-yl)-7-methyl-4-oxo-4H-pyrido[1,2-a]pyrimidin-9-yl)ethyl)amino)benzoic acid